C[C@@H]1CC2=C(NC3=CC=CC=C23)[C@@H](N1S(=O)(=O)C)C1=CC=C(C=C1)N1CC(C1)N [4-[(1S,3R)-3-methyl-2-methylsulfonyl-1,3,4,9-tetrahydropyrido[3,4-b]indol-1-yl]phenyl]azetidin-3-amine